[(5S,7S)-7-fluoro-5-phenyl-6,7-dihydro-5H-pyrrolo[1,2-b][1,2,4]triazol-2-yl]-[rac-(1S,2S)-2-methylcyclopropyl]methanone F[C@H]1C[C@H](N2N=C(N=C21)C(=O)[C@@H]2[C@H](C2)C)C2=CC=CC=C2 |&1:11,12|